CN(C(=O)[C@@H]1CN(CC[C@H]1NC(=O)C1=NOC(=C1)C1=C(C=CC=C1F)F)C1CCCCC1)C (3R,4R)-1-cyclohexyl-4-{[5-(2,6-difluoro-phenyl)-isoxazole-3-carbonyl]-amino}-piperidine-3-carboxylic acid dimethylamide